tert-butyl 3,3-dimethyl-6-nitro-indoline-1-carboxylate CC1(CN(C2=CC(=CC=C12)[N+](=O)[O-])C(=O)OC(C)(C)C)C